3-(6-(4-((5-chloro-4-((1-methyl-2-oxoindolin-5-yl)amino)pyrimidin-2-yl)(methyl)amino)phenyl)-1-methyl-1H-indazol-3-yl)piperidine-2,6-dione ClC=1C(=NC(=NC1)N(C1=CC=C(C=C1)C1=CC=C2C(=NN(C2=C1)C)C1C(NC(CC1)=O)=O)C)NC=1C=C2CC(N(C2=CC1)C)=O